5-(4-((1-(4-(1,2-bis(4-hydroxyphenyl)but-1-en-1-yl)phenyl)piperidin-4-yl)methyl)piperazine-1-yl-2,2,3,3,5,5,6,6-d8)-2-(2,6-dioxopiperidin-3-yl)-4,6-difluoroisoIndoline-1,3-dione OC1=CC=C(C=C1)C(=C(CC)C1=CC=C(C=C1)O)C1=CC=C(C=C1)N1CCC(CC1)CN1C(C(N(C(C1([2H])[2H])([2H])[2H])C=1C(=C2C(N(C(C2=CC1F)=O)C1C(NC(CC1)=O)=O)=O)F)([2H])[2H])([2H])[2H]